C1=CC(OC=C1)S(=O)(=O)N sulfonamido-oxine